C(N)(=O)C(CNC([O-])=O)(C)C (2-carbamoyl-2,2-dimethylethyl)carbamate